4-phenyl-3-[(2E)-3-(pyridin-2-yl)but-2-enyl]-1,2-dihydroquinolin-2-one C1(=CC=CC=C1)C1=C(C(NC2=CC=CC=C12)=O)C\C=C(/C)\C1=NC=CC=C1